5-Bromo-1,3-dimethyl-2-oxo-1,2-dihydroquinolin-7-yl trifluoromethanesulfonate FC(S(=O)(=O)OC1=CC(=C2C=C(C(N(C2=C1)C)=O)C)Br)(F)F